2,6-di-tert-butyl-4-methylphenyl-diphenylamine C(C)(C)(C)C1=C(C(=CC(=C1)C)C(C)(C)C)N(C1=CC=CC=C1)C1=CC=CC=C1